1-(2-fluorophenyl)-3-methyl-3-nitro-1-butanone FC1=C(C=CC=C1)C(CC(C)([N+](=O)[O-])C)=O